N-(5-(2-(((1r,4r)-4-aminocyclohexyl)amino)-8-ethylquinazolin-6-yl)-4-methylthiazol-2-yl)-2-chlorobenzenesulfonamide NC1CCC(CC1)NC1=NC2=C(C=C(C=C2C=N1)C1=C(N=C(S1)NS(=O)(=O)C1=C(C=CC=C1)Cl)C)CC